ClC=1C2=C(N=C(N1)OC)SC(=C2)C 4-chloro-2-methoxy-6-methylthieno[2,3-d]pyrimidine